COC(=O)C=1C=CC2=C(N(C(=N2)CN2CCC(CC2)C2=NC(=CC=C2)Cl)C[C@H]2OCC2)C1 (S)-2-((4-(6-Chloropyridin-2-yl)piperidin-1-yl)methyl)-1-(oxetane-2-ylmethyl)-1H-benzo[d]imidazole-6-carboxylic acid methyl ester